ClC1=C(C=C(C(=C1)F)C1=NC(=CN=C1)C(F)(F)F)C1=NOC(C1)(C(=O)OCC)C Ethyl 3-[2-chloro-4-fluoro-5-[6-(trifluoromethyl)pyrazin-2-yl]phenyl]-5-methyl-4H-isoxazole-5-carboxylate